4-(4,4-difluoropiperidine-1-carbonyl)-2-(6-fluoro-1-methyl-1H-indol-4-yl)-6,7-dimethoxy-1,2-dihydroisoquinolin-1-one FC1(CCN(CC1)C(=O)C1=CN(C(C2=CC(=C(C=C12)OC)OC)=O)C1=C2C=CN(C2=CC(=C1)F)C)F